L-ascorbic acid triphosphate OP(O)(=O)OP(=O)(O)OP(=O)(O)O.O=C1C(O)=C(O)[C@H](O1)[C@@H](O)CO